1-[4-[6-[5-[(6-isopropoxypyrazin-2-yl)amino]-1-methyl-pyrazol-4-yl]-3-pyridinyl]phenyl]cyclopropanecarboxylic acid methyl ester COC(=O)C1(CC1)C1=CC=C(C=C1)C=1C=NC(=CC1)C=1C=NN(C1NC1=NC(=CN=C1)OC(C)C)C